BrC1C(C2=C(C(=CC=C2C1)F)Cl)O 2-bromo-7-chloro-6-fluoro-2,3-dihydro-1H-inden-1-ol